4-((9,9-dimethyl-7-(piperazin-1-ylmethyl)-9,10-dihydroacridin-3-yl)methyl)morpholine CC1(C2=CC(=CC=C2NC=2C=C(C=CC12)CN1CCOCC1)CN1CCNCC1)C